N1C=CC=2C1=CN=C(C2)C2CCN(CC2)C(=O)OC(C)(C)C tert-butyl 4-(1H-pyrrolo[2,3-c]pyridin-5-yl)piperidine-1-carboxylate